C(C)(C)(C)C=1C=C(C=CC1C(C)(C)C)C(Br)(C1=CC(=C(C=C1)C(C)(C)C)C(C)(C)C)C1=CC(=C(C=C1)C(C)(C)C)C(C)(C)C tris(3,4-di-t-butylphenyl)bromomethane